COC1=CC=C(C=C1)C1C(C2CCC(C1)N2)COC2=CC=C1CNC(C1=C2)=O (+/-)-exo-trans-6-{[3-(4-Methoxyphenyl)-8-azabicyclo[3.2.1]octan-2-yl]methoxy}isoindolin-1-one